CO[C@@H]1[C@H](CNC1)NC(C1=NC=CC=C1)=O N-((3S,4S)-4-methoxypyrrolidin-3-yl)picolinamide